hexafluoroisopropyl acrylate C=CC(=O)OC(C(F)(F)F)C(F)(F)F